C(C=C)NC(C)=O N-(2-propenyl)acetamide